C1CC=2C1=CC=1CCCC1C2NC(N)=O 3-(2,4,5,6-tetrahydro-1H-cyclobuta[f]inden-3-yl)urea